dimethyl 2,6-benzenedicarboxylate C1=C(C=CC=C1C(=O)OC)C(=O)OC